FC1=CC=C(C=C1)CNC 1-(4-fluorophenyl)-N-methylmethanamine